2-acetyl-3-(3,5-dichlorophenyl)-8-(propan-2-yl)imidazo[1,2-b]pyridazine-7-carboxylic acid C(C)(=O)C=1N=C2N(N=CC(=C2C(C)C)C(=O)O)C1C1=CC(=CC(=C1)Cl)Cl